Di(2-ethylhexyl) isophthalate C(C1=CC(C(=O)OCC(CCCC)CC)=CC=C1)(=O)OCC(CCCC)CC